C(CCCCCCCCCCCC)OP(=O)(O)O.C(#N)C1=CC=C(OCCCOC2=CC=C(C=C2)C#N)C=C1 1,3-bis(4-cyanophenoxy)propane Monotridecyl-phosphate